3-cyano-N-(2-(2,6-dioxopiperidin-3-yl)-1-oxoisoindolin-5-yl)benzamide Sodium diborate B([O-])([O-])OB([O-])[O-].[Na+].C(#N)C=1C=C(C(=O)NC=2C=C3CN(C(C3=CC2)=O)C2C(NC(CC2)=O)=O)C=CC1.[Na+].[Na+].[Na+]